(R)-2-amino-N-((R)-1-(methylamino)-1-oxo-3-(tritylsulfanyl)propan-2-yl)-3-(tritylsulfanyl)propanamide ethyl-2-(2-thienyl)-4,6-diphenylnicotinate C(C)OC(C1=C(N=C(C=C1C1=CC=CC=C1)C1=CC=CC=C1)C=1SC=CC1)=O.N[C@H](C(=O)N[C@H](C(=O)NC)CSC(C1=CC=CC=C1)(C1=CC=CC=C1)C1=CC=CC=C1)CSC(C1=CC=CC=C1)(C1=CC=CC=C1)C1=CC=CC=C1